OC1CN(CC2=CN=CC=C12)C(=O)OC(C)(C)C tert-Butyl 4-hydroxy-3,4-dihydro-1H-2,7-naphthyridine-2-carboxylate